tert-butyl 4-(8-(1-methyl-1H-pyrazol-4-yl)-3H-pyrrolo[2,3-c]isoquinolin-1-yl)piperidine-1-carboxylate CN1N=CC(=C1)C1=CC=2C3=C(N=CC2C=C1)NC=C3C3CCN(CC3)C(=O)OC(C)(C)C